O1-tert-butyl O3-methyl 3-allylazetidine-1,3-dicarboxylate C(C=C)C1(CN(C1)C(=O)OC(C)(C)C)C(=O)OC